5-[(4R,10bS)-8-[(3-Fluoroazetidin-3-yl)methylamino]-4-methyl-3,4,6,10b-tetrahydro-1H-pyrazino[2,1-a]isoindol-2-yl]quinoline-8-carbonitrile FC1(CNC1)CNC=1C=C2CN3[C@@H](C2=CC1)CN(C[C@H]3C)C3=C1C=CC=NC1=C(C=C3)C#N